3-cyano-2-fluorobenzoate C(#N)C=1C(=C(C(=O)[O-])C=CC1)F